Lithium 6-((5-chloro-3-(2,2-difluoroethoxy)pyridin-2-yl)oxy)imidazo[1,2-b]pyridazine-2-carboxylate ClC=1C=C(C(=NC1)OC=1C=CC=2N(N1)C=C(N2)C(=O)[O-])OCC(F)F.[Li+]